S(=O)(=O)(C1=CC=C(C)C=C1)C(C1=C(C(=CC=C1)F)F)[N+]#[C-] TOSYL-(2,3-DIFLUOROBENZYL)ISOCYANIDE